uranyl carbonate C([O-])([O-])=O.[U+2](=O)=O